(E)-4-((4-Amino-8-(4-(2-cyanovinyl)-2,6-diethylphenyl)quinazolin-2-yl)amino)benzonitrile NC1=NC(=NC2=C(C=CC=C12)C1=C(C=C(C=C1CC)\C=C\C#N)CC)NC1=CC=C(C#N)C=C1